ClC=1C2=C(N=CN1)N(C(=C2C=O)C)COCC[Si](C)(C)C 4-chloro-6-methyl-7-((2-(trimethylsilyl)ethoxy)methyl)-7H-pyrrolo[2,3-d]pyrimidine-5-Formaldehyde